FC(N1C(N(C2=C1C=CC=C2)CC2=CC=C(CNC(OC(C)(C)C)=O)C=C2)=O)F tert-butyl (4-((3-(difluoromethyl)-2-oxo-2,3-dihydro-1H-benzo[d]imidazol-1-yl)methyl)benzyl)carbamate